N-(4-((2-(1,1-difluoroethyl)-6-methylpyrimidin-4-yl)amino)-5-(5-(dimethylamino)-1,3,4-thiadiazol-2-yl)pyridin-2-yl)acetamide FC(C)(F)C1=NC(=CC(=N1)NC1=CC(=NC=C1C=1SC(=NN1)N(C)C)NC(C)=O)C